peroxy monopersulfate S1(=O)(=O)OOOOS(OO1)(=O)=O